N-(2-(difluoromethoxy)-6-methylpyridin-3-yl)-3,3-difluoro-1-(2-isopropylphenyl)cyclobutane-1-carboxamide FC(OC1=NC(=CC=C1NC(=O)C1(CC(C1)(F)F)C1=C(C=CC=C1)C(C)C)C)F